(S)-2-((1-(tert-butoxycarbonyl)pyrrolidin-3-yl)oxy)-4,6-dichloronicotinic acid methyl ester COC(C1=C(N=C(C=C1Cl)Cl)O[C@@H]1CN(CC1)C(=O)OC(C)(C)C)=O